NC1=CC(=NC=C1C(=O)N1CCC=2N(N=C3CCN(C[C@H]1C23)C(C=C)=O)C2=CC=C(C=C2)C2CC2)C(C)(F)F |o1:20| (R or S)-1-(5-(4-amino-6-(1,1-difluoroethyl)nicotinoyl)-2-(4-cyclopropylphenyl)-2,3,4,5,5a,6,8,9-octahydro-7H-1,2,5,7-tetraazabenzo[cd]azulen-7-yl)prop-2-en-1-one